FC1=C(C=C)C=CC=C1F 2,3-difluoro-styrene